3,4-Dichloro-1-(4-(4-(methylsulfonyl)-5-(trifluoromethyl)-1H-pyrazol-1-yl)phenyl)pyridine-2(1H)-one ClC=1C(N(C=CC1Cl)C1=CC=C(C=C1)N1N=CC(=C1C(F)(F)F)S(=O)(=O)C)=O